(4-chloro-6-phenyl-1,3,5-triazin-2-yl)9-phenyl-9H-carbazole ClC1=NC(=NC(=N1)C1=CC=CC=C1)C1=CC=CC=2C3=CC=CC=C3N(C12)C1=CC=CC=C1